ClC1=NN2C(N=CC3=C2[C@](CN3C(=O)NC=3C=NC(=C(C3)Cl)N3N=CC=N3)(C)C3CC3)=C1 (R)-2-chloro-N-(5-chloro-6-(2H-1,2,3-triazol-2-yl)pyridin-3-yl)-8-cyclopropyl-8-methyl-7,8-dihydro-6H-pyrazolo[1,5-a]pyrrolo[2,3-e]pyrimidine-6-carboxamide